NC=1C=C(C(=C(C(=O)NC)C1)C)C 5-amino-N,2,3-trimethylbenzamide